C1(=CC=CC=C1)NS(=O)(=O)C1=C(C=CC=C1)NCC(=O)O {[2-(phenylsulfamoyl)phenyl]amino}acetic acid